4-methoxy-8-methyl-7H,8H-pyrido[2,3-d]pyrimidin-7-one COC=1C2=C(N=CN1)N(C(C=C2)=O)C